C(C)(C)(C)NC1=CC2=C(C=N1)C=C(N2C)C2=NC(=NC=C2)NCC(F)(F)F N-tert-butyl-1-methyl-2-(2-(2,2,2-trifluoroethylamino)pyrimidin-4-yl)-1H-pyrrolo[3,2-c]pyridin-6-amine